C(=O)(O)C1=C(C(=NC=C1)C(=O)O)C(=O)O.[Ru] ruthenium tricarboxyl-pyridine